NC[C@@H](CO)O (S)-3-amino-1,2-propylene glycol